N-(2,2-dimethoxyethyl)-1,1,1-trifluoromethanesulfonamide COC(CNS(=O)(=O)C(F)(F)F)OC